1,1,1,3,3,3-hexafluoro-2-(trifluoromethyl)propan-2-ol FC(C(C(F)(F)F)(O)C(F)(F)F)(F)F